(1s,2s)-2-fluoro-N-(6-(7-methylbenzo[d]thiazol-6-yl)imidazo[1,2-a]pyridin-2-yl)cyclopropanecarboxamide F[C@@H]1[C@@H](C1)C(=O)NC=1N=C2N(C=C(C=C2)C2=C(C3=C(N=CS3)C=C2)C)C1